FC=1C(=NC(=C(C1OC)I)OC)C 3-fluoro-5-iodo-4,6-dimethoxy-2-methylpyridine